C(=CC)C1C2C=CC(C1)C2 5-propenyl-2-norbornene